COC1=CC(=C(C=N1)C(=O)O)C=1SC=CN1 6-Methoxy-4-(1,3-thiazol-2-yl)pyridine-3-carboxylic acid